S(=O)(=O)(ON1C2C=C(CN(C1=O)C2)N2N=NC(=C2)CN(C(=O)OC(C)(C)C)CC(=O)N)[O-].[Na+] sodium [3-[4-[[(2-amino-2-oxo-ethyl)-tert-butoxycarbonyl-amino]methyl]triazol-1-yl]-7-oxo-1,6-diazabicyclo[3.2.1]oct-3-en-6-yl] sulfate